[N+](=O)([O-])C=1C=C(C=CC1)NC(=S)NC1=CC(=CC=C1)[N+](=O)[O-] 1,3-di(m-nitrophenyl)thiourea